[Cl-].[Cl-].C1(=CC=CC=C1)C(C1=CC=CC=C1)=[Zr+2](C1C=CC2=CC=CC=C12)C1C=CC=C1 diphenylmethylene(cyclopentadienyl)(1-indenyl)zirconium dichloride